N-(3-chloro-5-fluoro-2-((4-methylpiperazin-1-yl)methyl)isonicotinoyl)-O-((1R,3R)-3-(2-(5,6,7,8-tetrahydro-1,8-naphthyridin-2-yl)ethyl)cyclobutyl)-L-homoserine ClC1=C(C(=O)N[C@@H](CCOC2CC(C2)CCC2=NC=3NCCCC3C=C2)C(=O)O)C(=CN=C1CN1CCN(CC1)C)F